CN1C(C=CC(=C1)O)CN(CC#C)CC1=C(C=CC=C1)F 1-methyl-2-((2-fluorobenzyl-(propargyl)amino)methyl)-5-hydroxypyridin